di-n-hexyldichlorosilane CCCCCC[Si](CCCCCC)(Cl)Cl